NCC(O)C1=C(C=C(C=C1)C1=C(C=C(C#N)C=C1)OC1=NC(=NC(=C1)N1CCOCC1)C)OC 4-[4-(2-amino-1-hydroxyethyl)-3-methoxyphenyl]-3-(2-methyl-6-morpholin-4-ylpyrimidin-4-yl)oxybenzonitrile